3-(9H-fluoren-9-yl)methyl-4-methyl-(4S)-2,2-dioxo-1,2lambda6,3-oxathiazolidine C1=CC=CC=2C3=CC=CC=C3C(C12)CN1S(OC[C@@H]1C)(=O)=O